CC1=CC=C(C=N1)C=1N=CC(=NC1)NC(CCC=O)=O N-(5-(6-methylpyridin-3-yl)pyrazin-2-yl)-4-oxobutanamide